FC=1C=C(OC2=C(N=NN2)C(=O)O)C=C(C1C)C#CC1CCOCC1 5-(3-fluoro-4-methyl-5-((tetrahydro-2H-pyran-4-yl)ethynyl)phenoxy)-1H-1,2,3-triazole-4-carboxylic acid